2-ethyl-N-{8-fluoro-2-methylimidazo[1,2-a]pyridin-6-yl}-4-[(3S,5R)-3-isopropyl-5-methylpiperazin-1-yl]indazole-7-carboxamide C(C)N1N=C2C(=CC=C(C2=C1)N1C[C@@H](N[C@@H](C1)C)C(C)C)C(=O)NC=1C=C(C=2N(C1)C=C(N2)C)F